[Na+].[Na+].P(=O)(OC1=CC=CC=C1)([O-])[O-].[Na+].[Na+].C1(=CC=CC=C1)OP(=O)([O-])[O-] disodium phenyl phosphate, disodium salt